4-cyclopropyl-3-(1-oxo-1,2-dihydroisoquinolin-5-yl)-N-(2-(trifluoromethyl)pyridin-4-yl)isothiazole-5-carboxamide C1(CC1)C=1C(=NSC1C(=O)NC1=CC(=NC=C1)C(F)(F)F)C1=C2C=CNC(C2=CC=C1)=O